methoxyarachidonyl fluorophosphate P(=O)(OCCCC\C=C/C\C=C/C\C=C/C\C=C/CCCCCOC)([O-])F